NCCCCCCCCNCCCCCCCCN di(8-amino-octyl)amine